(S)-2-(6-(2-amino-5-chloropyrimidin-4-yl)-8-fluoro-3-methyl-3,4-dihydro-5-oxa-1,2a-diazaacenaphthylene-2-yl)propan-2-ol NC1=NC=C(C(=N1)C1=C2OC[C@@H](N3C(=NC(C(=C1)F)=C32)C(C)(C)O)C)Cl